BrC1=C(C=CC(=C1)O)C1=C(C=CC=C1)CC bromo-2'-ethylbiphenyl-4-ol